N1=C(C=C2COCCN21)NC2=CC(=CN(C2=O)C)C2=C(C(=NC=C2)N2C(C=1N(C=3CCCCC3C1)CC2)=O)CO 2-[5-(6,7-Dihydro-4H-pyrazolo[5,1-c][1,4]oxazin-2-ylamino)-3'-hydroxymethyl-1-methyl-6-oxo-1,6-dihydro-[3,4']bipyridinyl-2'-yl]-3,4,6,7,8,9-hexahydro-2H-pyrazino[1,2-a]indol-1-one